1H-benzotriazole sodium salt [Na].N1N=NC2=C1C=CC=C2